Methyl (1R,2R)-2-(benzyl((R)-1-phenylethyl)amino)-1-fluorocyclopentane-1-carboxylate C(C1=CC=CC=C1)N([C@H]1[C@](CCC1)(C(=O)OC)F)[C@H](C)C1=CC=CC=C1